N-(4-(4-((cyclopropylmethyl)sulfonamido)-2-methylphenyl)-1H-pyrrolo[2,3-b]pyridin-6-yl)cyclopropylcarboxamide C1(CC1)CS(=O)(=O)NC1=CC(=C(C=C1)C1=C2C(=NC(=C1)NC(=O)C1CC1)NC=C2)C